FC=1C=C2C(C(=CN(C2=CC1N1[C@H](CCC1)COC1=NC=CC=C1)C1=NC(=CN=C1)O)C(=O)O)=O (R)-6-fluoro-1-(6-hydroxypyrazin-2-yl)-4-oxo-7-(2-((pyridin-2-yloxy)methyl)pyrrolidin-1-yl)-1,4-dihydroquinoline-3-carboxylic acid